N-(5-((1S,4S)-2,5-diazabicyclo[2.2.1]heptan-2-yl)pyridin-2-yl)-5-fluoro-4-(3-isopropyl-2-methyl-2H-indazol-5-yl)pyrimidin-2-amine [C@@H]12N(C[C@@H](NC1)C2)C=2C=CC(=NC2)NC2=NC=C(C(=N2)C2=CC1=C(N(N=C1C=C2)C)C(C)C)F